N-[5-[(3,5-difluorophenyl)methyl]-1H-indazol-3-yl]-4-[4-[4-[4-[(2,6-dioxo-3-piperidyl)amino]phenyl]piperidine-1-carbonyl]piperazin-1-yl]-2-(tetrahydropyran-4-ylamino)benzamide FC=1C=C(C=C(C1)F)CC=1C=C2C(=NNC2=CC1)NC(C1=C(C=C(C=C1)N1CCN(CC1)C(=O)N1CCC(CC1)C1=CC=C(C=C1)NC1C(NC(CC1)=O)=O)NC1CCOCC1)=O